(1S,2S)-trans-2-(4-(trifluoromethoxy)phenoxy)cyclohexyl-2,2,2-trifluoroethylsulfite FC(OC1=CC=C(O[C@@H]2[C@H](CCCC2)OS(=O)([O-])CC(F)(F)F)C=C1)(F)F